NC=1C=CC(=C(C(=O)O)C1)C(N)=O 5-amino-2-carbamoylbenzoic acid